FC1CC(CC1)NC1=C(C(=O)NC=2C(=NC(=CC2)OC)C)C=CC(=C1)C(F)(F)F 2-((3-fluorocyclopentyl)-amino)-N-(6-methoxy-2-methylpyridin-3-yl)-4-(trifluoromethyl)-benzamide